OC1=CC=C2C=CC(=CC2=C1)C1C(NC(CC1)=O)=O 3-(7-hydroxy-2-naphthyl)piperidine-2,6-dione